(E)-2-(3,4-di(methoxymethoxy)phenylvinyl)-5-methylbenzo[d]thiazol-6-amine COCOC=1C=C(C=CC1OCOC)/C=C/C=1SC2=C(N1)C=C(C(=C2)N)C